3-Chloro-N-(3-((dimethylamino)methyl)-4-hydroxy-4-(3-methoxyphenyl)cyclohexyl)benzenesulfonamide hydrochloride Cl.ClC=1C=C(C=CC1)S(=O)(=O)NC1CC(C(CC1)(C1=CC(=CC=C1)OC)O)CN(C)C